O=C1N(CC2=CC=CC=C12)C1CNCCC1 3-(1-OXOISOINDOLIN-2-YL)PIPERIDIN